(2R or S)-1-{3-[(1R)-1-aminoethyl]-2-fluorophenyl}-4-cyclopropyl-1,1-difluoro-2-methylbut-3-yn-2-ol N[C@H](C)C=1C(=C(C=CC1)C([C@@](C#CC1CC1)(O)C)(F)F)F |o1:10|